S(=O)(=O)(C1=CC=C(C)C=C1)OCCC[C@]12[C@H]([C@H](C[C@H](CC1)N2C)C2=CC=C(C=C2)I)C(=O)OC (3-tosyloxypropyl)-2β-carbomethoxy-3β-(4-iodophenyl)tropane